4-((4-chloro-2-(N-methylcyclopropanesulfonamido)phenyl)amino)-6-(((2,6-dimethylene)pyrimidin-4-yl)amino)-N-ethoxynicotinamide ClC1=CC(=C(C=C1)NC1=CC(=NC=C1C(=O)NOCC)NC=1NC(NC(C1)=C)=C)N(S(=O)(=O)C1CC1)C